C1(=CC=CC=C1)C1=NC(=C(C=C1C#N)C#N)C1=CC=CC=C1 2,6-diphenylpyridine-3,5-dicarbonitrile